ClC1=C(C=2C(=NC=C(C2)C=2C=C(C=CC2)N2C(COCC2)=O)N1)CCF 4-[3-[2-chloro-3-(2-fluoroethyl)-1H-pyrrolo[2,3-b]pyridin-5-yl]phenyl]morpholin-3-one